benzyl (Z)-3-(((benzyloxy)carbonyl)amino)-4-ethylideneazepane-1-carboxylate C(C1=CC=CC=C1)OC(=O)NC\1CN(CCC/C1=C/C)C(=O)OCC1=CC=CC=C1